(2S,6S)-4-(4-bromo-5-fluoro-2-nitrophenyl)-1,2,6-trimethylpiperazine BrC1=CC(=C(C=C1F)N1C[C@@H](N([C@H](C1)C)C)C)[N+](=O)[O-]